4-Bromo-N-(2,2-difluorocyclopropyl)-2-methoxybenzamide BrC1=CC(=C(C(=O)NC2C(C2)(F)F)C=C1)OC